benzyl (S)-6-(4-(methoxycarbonyl) phenyl)-4-(1-difluoromethyl-1H-pyrazol-4-yl)-3,6-dihydropyridine-1(2H)-carboxylate COC(=O)C1=CC=C(C=C1)[C@@H]1C=C(CCN1C(=O)OCC1=CC=CC=C1)C=1C=NN(C1)C(F)F